F[B-](F)(F)F.N1C=[NH+]C=C1 imidazolium tetrafluoroborate